3-methyl-6-ethyl-carbazole CC=1C=CC=2NC3=CC=C(C=C3C2C1)CC